CC1CCC(C(C1)SCCC#N)=C(C)C 3-((5-methyl-2-(propan-2-ylidene)cyclohexyl)thio)propanenitrile